OC(=C(C#N)C#N)C1=CC=C2C=NC(=NC2=C1)C1=CC=CC=C1 2-(hydroxy(2-phenylquinazolin-7-yl)methylene)malononitrile